vinylamin C(=C)N